ClC=1C=CC(=C(C1)C1=CC(=C(N=N1)SCCO)NC1=CC(=NC=C1)NC(=O)C1CC(CC1)N1CCN(CC1)C)F N-(4-{[6-(5-chloro-2-fluorophenyl)-3-[(2-hydroxyethyl)sulfanyl]-pyridazin-4-yl]amino}pyridin-2-yl)-3-(4-methylpiperazin-1-yl)cyclopentane-1-carboxamide